N-((7-(2,2-Dicyano-1-methoxyvinyl)-2-oxo-1,3-bis((2-(trimethylsilyl)ethoxy)methyl)-2,3-dihydro-1H-benzo[d]imidazol-4-yl)methyl)-5-fluoro-2-methoxybenzamide C(#N)C(=C(OC)C1=CC=C(C2=C1N(C(N2COCC[Si](C)(C)C)=O)COCC[Si](C)(C)C)CNC(C2=C(C=CC(=C2)F)OC)=O)C#N